(5R)-5-[(1Z)-1-decen-1-yl]dihydro-2(3H)-furanone C(=C/CCCCCCCC)/[C@H]1CCC(O1)=O